O=C1NC(CCC1N1C(C2=CC=CC(=C2C1=O)C#CCCCO)=O)=O 2-(2,6-Dioxo-3-piperidyl)-4-(5-hydroxypent-1-ynyl)isoindoline-1,3-dione